C(C)(C)C1CCC=2N1N=C(N2)C(=O)N[C@H]2COC1=C(NC2=O)C(=CC(=C1)C)F 5-isopropyl-N-[(3S)-6-fluoro-8-methyl-4-oxo-3,5-dihydro-2H-1,5-benzoxazepin-3-yl]-6,7-dihydro-5H-pyrrolo[1,2-b][1,2,4]triazole-2-carboxamide